5-benzyloxy-6-methoxy-pyridine-3-carboxylic acid C(C1=CC=CC=C1)OC=1C=C(C=NC1OC)C(=O)O